COC(=O)C1=C(NC=2CC(CC(C2C1C1=CC(=CC=C1)O)=O)C1=C(C=CC=C1)OC)C methyl-4-(3-hydroxyphenyl)-7-(2-methoxyphenyl)-2-methyl-5-oxo-1,4,5,6,7,8-hexahydro-3-quinolinecarboxylate